tert-Butyl ((1R,3S)-3-((3-(4-(2-chlorobenzamido)phenyl)-1-methyl-1H-pyrazol-5-yl)carbamoyl)cyclohexyl)carbamate ClC1=C(C(=O)NC2=CC=C(C=C2)C2=NN(C(=C2)NC(=O)[C@@H]2C[C@@H](CCC2)NC(OC(C)(C)C)=O)C)C=CC=C1